N,8,8-trimethyl-10-(((9Z,12Z)-octadeca-9,12-dien-1-yl)oxy)-N-(prop-2-yn-1-yl)-7,9-dioxa-12,13-dithia-8-silapentacosan-1-amine CN(CCCCCCO[Si](OC(CSSCCCCCCCCCCCC)OCCCCCCCC\C=C/C\C=C/CCCCC)(C)C)CC#C